3-(5-amino-2-(2-fluoro-6-(pyridin-4-yl)benzyl)-8-(pyridin-4-yl)-[1,2,4]triazolo[1,5-c]pyrimidin-7-yl)benzonitrile NC1=NC(=C(C=2N1N=C(N2)CC2=C(C=CC=C2C2=CC=NC=C2)F)C2=CC=NC=C2)C=2C=C(C#N)C=CC2